SC(C(=O)[O-])C Mercaptopropionat